(R)-N-((S)-2-(dimethylamino)-3-(2-methoxyquinolin-6-yl)propyl)-3-(pyridin-3-yl)-3-(1-(trifluoromethyl)cyclopropyl)propanamide CN([C@H](CNC(C[C@@H](C1(CC1)C(F)(F)F)C=1C=NC=CC1)=O)CC=1C=C2C=CC(=NC2=CC1)OC)C